C(CC=C)O[Si](CC)(CC)CC (but-3-en-1-yloxy)triethylsilane